O1N=CC=C1C=1C=C2C=C(NC2=CC1OCC=1N=CSC1)CNC(=O)C1(CC1)C N-((5-(isoxazol-5-yl)-6-(thiazol-4-ylmethoxy)-1H-indol-2-yl)methyl)-1-methylcyclopropane-1-carboxamide